4-{[6-(5-chloro-2-fluorophenyl)pyridazin-4-yl]amino}-quinolin-7-yl N-methyl-N-[2-(1-methylpiperidin-4-yl)-ethyl]carbamate CN(C(OC1=CC=C2C(=CC=NC2=C1)NC1=CN=NC(=C1)C1=C(C=CC(=C1)Cl)F)=O)CCC1CCN(CC1)C